(E)-8-styryl-N-(o-tolyl)-9H-purin-6-amine C(=C\C1=CC=CC=C1)/C=1NC2=NC=NC(=C2N1)NC1=C(C=CC=C1)C